O=C([C@H](CC)N1C(C2=CC=CC=C2C1=O)=O)N1CC=CC[C@H]1C=1C=NC=CC1 2-((S)-1-oxo-1-((S)-6-(pyridin-3-yl)-5,6-dihydropyridin-1(2H)-yl)butan-2-yl)isoindoline-1,3-dione